CN(N)C(=O)C1(CC1)C(F)(F)F N-methyl-1-(trifluoromethyl)cyclopropanecarbohydrazide